methyl (2R,3S,3aS,6aS)-3-((fluoromethyl)sulfonamido)-2-((((1s,4S)-4-(3-fluorophenyl)cyclohexyl)oxy)methyl)hexahydro-1H-furo[3,4-b]pyrrole-1-carboxylate FCS(=O)(=O)N[C@H]1[C@@H]2[C@H](N([C@H]1COC1CCC(CC1)C1=CC(=CC=C1)F)C(=O)OC)COC2